CC=1N=C(C2=C(N1)OC=C2C(=O)N2CCC(CC2)C2=NN(C=C2)C(C)C)NC2(CC2)C methyl-N-(1-methylcyclopropyl)-5-{4-[1-(propan-2-yl)-1H-pyrazol-3-yl]piperidin-1-carbonyl}furo[2,3-d]pyrimidin-4-amine